[3-(OXOLAN-3-YLOXY)PHENYL]BORANEDIOL O1CC(CC1)OC=1C=C(C=CC1)B(O)O